C1N(CCC12COCCC2)CCCOC=2C(=C(C=CC2)C2=C(C(=CC=C2)COC=2C(=CC(=C(OCC=1C=NC=C(C#N)C1)C2)C=O)Cl)C)C 5-((5-((3'-(3-(7-oxa-2-azaspiro[4.5]decan-2-yl)propoxy)-2,2'-dimethyl-[1,1'-biphenyl]-3-yl)methoxy)-4-chloro-2-formylphenoxy)methyl)nicotinonitrile